(S)-tert-butyl 2-(2-(2-bromophenyl) pyrrolidin-1-yl)-7-azaspiro[3.5]nonane-7-carboxylate BrC1=C(C=CC=C1)[C@H]1N(CCC1)C1CC2(C1)CCN(CC2)C(=O)OC(C)(C)C